ClC1=CC(=C(COC2=CC=CC(=N2)N2N=C3C(=C2)CN(C3)CC3=NC2=C(N3C[C@H]3OCC3)C=C(C=C2)C(=O)OC)C=C1)F methyl (S)-2-((2-(6-((4-chloro-2-fluorobenzyl)oxy)pyridin-2-yl)-2,6-dihydropyrrolo[3,4-c]pyrazol-5(4H)-yl)methyl)-1-(oxetan-2-ylmethyl)-1H-benzo[d]imidazole-6-carboxylate